N-((1-(6-BROMOQUINAZOLIN-4-YL)PIPERIDIN-3-YL)METHYL)METHANESULFONAMIDE BrC=1C=C2C(=NC=NC2=CC1)N1CC(CCC1)CNS(=O)(=O)C